5,6-difluoro-1-benzothiophene FC=1C(=CC2=C(C=CS2)C1)F